(S)-N-((R)-1-(6-(2,4-dioxoimidazolidin-1-yl)pyridin-3-yl)-3-(4-hydroxypiperidin-1-yl)propyl)-7-(1-(trifluoromethyl)cyclopropyl)-5,6,7,8-tetrahydrothiazolo[5,4-b]quinoline-2-carboxamide O=C1N(CC(N1)=O)C1=CC=C(C=N1)[C@@H](CCN1CCC(CC1)O)NC(=O)C=1SC2=NC=3CC[C@@H](CC3C=C2N1)C1(CC1)C(F)(F)F